CC(CCCC(=O)O)CC(C)C 5,7-dimethyloctanoic acid